(E)-1-(isoindolin-2-yl)-3-(6-phenyl-2-(pyridin-3-yl)imidazo[1,2-a]pyridin-3-yl)prop-2-en-1-one C1N(CC2=CC=CC=C12)C(\C=C\C1=C(N=C2N1C=C(C=C2)C2=CC=CC=C2)C=2C=NC=CC2)=O